tin tetraiodide [Sn](I)(I)(I)I